N-[(3R,4S)-1-(3,5-difluoropyridine-4-carbonyl)-4-fluoropyrrolidin-3-yl]benzamide FC=1C=NC=C(C1C(=O)N1C[C@H]([C@H](C1)F)NC(C1=CC=CC=C1)=O)F